N1=C(C=CC=C1)CNCCNCCNCCNCC1=NC=CC=C1 1,10-bis(2-pyridylmethyl)-1,4,7,10-tetraazadecane